CC1=CC=NO1 (S)-5-methylisoxazole